tert-butyl (2R,4S)-2-((S)-3-(((6-amino-2-methylpyridin-3-yl)methyl)carbamoyl)morpholine-4-carbonyl)-4-benzylpyrrolidine-1-carboxylate NC1=CC=C(C(=N1)C)CNC(=O)[C@H]1N(CCOC1)C(=O)[C@@H]1N(C[C@H](C1)CC1=CC=CC=C1)C(=O)OC(C)(C)C